N-(2-cyclopropyl-6-methyl-pyrimidin-4-yl)-5-[4-[[(2R)-1-ethylazetidin-2-yl]methoxy]-2-methyl-pyrazol-3-yl]pyrazolo[1,5-a]pyridin-2-amine C1(CC1)C1=NC(=CC(=N1)NC1=NN2C(C=C(C=C2)C=2N(N=CC2OC[C@@H]2N(CC2)CC)C)=C1)C